ClC1=CC=C(C(=N1)N1N=C(C(=C1C)C)C(F)F)C(C)=O 1-[6-chloro-2-[3-(difluoromethyl)-4,5-dimethyl-pyrazol-1-yl]-3-pyridyl]ethanone